FC1=C(C(=O)N([C@H]2CNCCC2)C2=NC=CC3=CC=CC(=C23)C)C=CC(=C1)N1C(N[C@@H](C1)C)=O 2-fluoro-4-((R)-4-methyl-2-oxoimidazolidin-1-yl)-N-(8-methylisoquinolin-1-yl)-N-((R)-piperidin-3-yl)benzamide